FC=1C=C(C=C(C1CNC(OC(C)(C)C)=O)OC)C1=C(C(=CC=C1)C1=C(C(=CC=C1)OC1=NC=CC=C1)C)C tert-butyl ((3-fluoro-5-methoxy-2',2''-dimethyl-3''-(pyridin-2-yloxy)-[1,1':3',1''-terphenyl]-4-yl)methyl)carbamate